7-(2-bromoethoxy)-3-ethyl-4-methyl-8-(1,2,3,4-tetrahydroquinoline-1-carbonyl)-2H-chromen-2-one BrCCOC1=CC=C2C(=C(C(OC2=C1C(=O)N1CCCC2=CC=CC=C12)=O)CC)C